C(C1=CC=CC=C1)OC1=C(C(=C(C(=O)O)C(=C1F)C)C)Br 4-(benzyloxy)-3-bromo-5-fluoro-2,6-dimethylbenzoic acid